2,4-diaminofluorobenzene C1=CC(=C(C=C1N)N)F